C[Si]1(C[C@@H](CC1)NC(=O)C=1NC2=CC(=CC(=C2C1)C)C)C N-[(3R)-1,1-dimethylsilolan-3-yl]-4,6-dimethyl-1H-indole-2-carboxamide